(2E)-3-[(6-methylpyridin-3-yl)amino]but-2-enoic acid methyl ester COC(\C=C(/C)\NC=1C=NC(=CC1)C)=O